F[P-](F)(F)(F)(F)F.FC1N(C=CN1C)C 2-fluoro-1,3-dimethylimidazole hexafluorophosphate